C1(=CC=CC=C1)CC(C(CC)CC)=O 3-phenyl-1,1-diethyl-acetone